FC1=C(C(=CC=C1)C)C1=CC(=C2C=C(N=CC2=C1)N)N1C[C@H](CCC1)CNC 7-(2-fluoro-6-methyl-phenyl)-5-[(3R)-3-(methylamino-methyl)-1-piperidyl]isoquinolin-3-amine